methyl 2-methyl-5-nitrobenzo[d]oxazole-6-carboxylate CC=1OC2=C(N1)C=C(C(=C2)C(=O)OC)[N+](=O)[O-]